N-[(1R)-1-[3-[2-[tert-butyl(dimethyl)silyl]oxyethylcarbamoyl]phenyl]ethyl]-2-methyl-5-(4-methylpiperazin-1-yl)benzamide [Si](C)(C)(C(C)(C)C)OCCNC(=O)C=1C=C(C=CC1)[C@@H](C)NC(C1=C(C=CC(=C1)N1CCN(CC1)C)C)=O